FC1=CC2=C(SCC(N2CC(=O)NC2=NN=C(N2)C2=NC=CC=C2)=O)C=C1F 2-(6,7-DIFLUORO-3-OXO-2H-BENZO[B][1,4]THIAZIN-4(3H)-YL)-N-(5-(PYRIDIN-2-YL)-4H-1,2,4-TRIAZOL-3-YL)ACETAMIDE